4-((2S,5R)-2,5-Dimethyl-4-(3-(trifluoromethyl)phenoxy)piperidin-1-yl)-1-methyl-2-oxo-1,2-dihydropyrido[3,2-d]pyrimidin-6-carbonitril C[C@@H]1N(C[C@H](C(C1)OC1=CC(=CC=C1)C(F)(F)F)C)C=1C2=C(N(C(N1)=O)C)C=CC(=N2)C#N